CNC1=C(C=CC=C1)C(=C)C1=CC=CC=C1 N-methyl-2-(1-phenylvinyl)aniline